4-{1-[2-amino-4-(trifluoromethoxy)benzoyl]piperidin-4-yl}-7-(oxan-4-yl)pyrido[2,3-b]pyrazin-3-one NC1=C(C(=O)N2CCC(CC2)N2C3=C(N=CC2=O)C=C(C=N3)C3CCOCC3)C=CC(=C1)OC(F)(F)F